2-(4-fluorophenoxy)-1-(2-(3-propyl-3,8-diazabicyclo[3.2.1]octan-8-yl)-7,8-dihydro-1,6-naphthyridin-6(5H)-yl)ethan-1-one FC1=CC=C(OCC(=O)N2CC=3C=CC(=NC3CC2)N2C3CN(CC2CC3)CCC)C=C1